(S)-N-((Z)-(3-chloro-4-fluorophenyl)(1-(1,1,1-trifluoropropan-2-yl)piperidin-4-yl)methylene)-2-methylpropane-2-sulfinamide ClC=1C=C(C=CC1F)\C(=N/[S@@](=O)C(C)(C)C)\C1CCN(CC1)C(C(F)(F)F)C